(2R,5S)-2-(1-(4-bromophenyl)-3-(4-fluorophenyl)-1H-pyrazol-4-yl)-5-methyl-3-(2-(2-oxoindolin-6-yl)ethyl)oxazolidin-4-one BrC1=CC=C(C=C1)N1N=C(C(=C1)[C@H]1O[C@H](C(N1CCC1=CC=C2CC(NC2=C1)=O)=O)C)C1=CC=C(C=C1)F